3-bromo-4-chloro-N-(2-methoxy-6-methylphenyl)benzamide BrC=1C=C(C(=O)NC2=C(C=CC=C2C)OC)C=CC1Cl